m-toluyl ether C1(=CC(=CC=C1)OC=1C=C(C=CC1)C)C